S1N=NC(=C1)C1=CC=C(C=C1)O 4-(1,2,3-thiadiazol-4-yl)phenol